CC1=C(C2=CC3=NC(=CC4=NC(=CC5=C(C(=C(N5)C=C1N2)C(C)O)C)C(=C4CCC(=O)O)C)C(=C3C)CCC(=O)O)C(C)O.Cl.Cl hematoporphyrin HCl